ClC1=C(C=C(C=C1)NC(=O)N1C2CC(CC1C2)C(F)(F)F)[C@H]2[C@H](CC2)C#N trans-N-(4-chloro-3-((1R,2S)-2-cyanocyclobutyl)phenyl)-3-(trifluoromethyl)-6-azabicyclo[3.1.1]heptane-6-carboxamide